C(CC)(=O)OS(=O)(=O)OC(=O)O carboxyl-sulfo propionate